BrC1=CC(=C(C(=C1)[N+](=O)[O-])N[C@H]1[C@H](CCCC1)NC(=O)C1=CC(NC2=CC(=CC=C12)F)=O)C(=O)N1CCOCC1 N-((1S,2R)-2-((4-bromo-2-(morpholine-4-carbonyl)-6-nitrophenyl)amino)cyclohexyl)-7-fluoro-2-oxo-1,2-dihydroquinoline-4-carboxamide